1-[2-[4-(4-butylphenyl)phenyl]ethynyl]-2,5-difluoro-4-isothiocyanatobenzene C(CCC)C1=CC=C(C=C1)C1=CC=C(C=C1)C#CC1=C(C=C(C(=C1)F)N=C=S)F